FC1=C(CCN2[C@@H]([C@H]([C@@H]([C@H](C2)O)O)O)C)C(=CC(=C1)N1CCCCC1)F (2R,3R,4R,5S)-1-(2,6-difluoro-4-(piperidin-1-yl)phenethyl)-2-methylpiperidin-3,4,5-triol